5-chloro-4-(4-methoxypiperidin-1-yl)-7-nitroquinoline ClC1=C2C(=CC=NC2=CC(=C1)[N+](=O)[O-])N1CCC(CC1)OC